C(CCCCCC=C)[Si](Cl)(Cl)CCCCCCC=C di(7-octenyl)dichlorosilane